C1N(CC12CNC2)CC2CCN(CC2)C2=CC=C(C=C2)[C@H]2C(NC(CC2)=O)=O (S)-3-(4-(4-((2,6-diazaspiro[3.3]heptan-2-yl)methyl)piperidin-1-yl)phenyl)piperidine-2,6-dione